methyl 2-amino-4-chloro-5-cyanobenzoate NC1=C(C(=O)OC)C=C(C(=C1)Cl)C#N